CNC1COCC2=NC(=CC=C21)C(=O)OC methyl 5-(methylamino)-6,8-dihydro-5H-pyrano[3,4-b]pyridine-2-carboxylate